NCCCNC([C@H](CCCCNC(COCCOCCOCCOCCOCCOCCOCCOCCOC)=O)NC(CCCN1C(C=CC1=O)=O)=O)=O (S)-N-(6-((3-aminopropyl)amino)-5-(4-(2,5-dioxo-2,5-dihydro-1H-pyrrol-1-yl)butanamido)-6-oxohexyl)-2,5,8,11,14,17,20,23,26-nonaoxaoctacosan-28-amide